[I-].CC1=NC=CC=C1 methyl-pyridine iodide